3-[2-(2-bromo-4-methoxybenzoyl)-1,2,3,4-tetrahydroisoquinolin-5-yl]-3-(7-methoxy-1-methyl-1H-benzo[d][1,2,3]triazol-5-yl)propionic acid BrC1=C(C(=O)N2CC3=CC=CC(=C3CC2)C(CC(=O)O)C2=CC3=C(N(N=N3)C)C(=C2)OC)C=CC(=C1)OC